ClC1=CC=C(C=C1)C=1C=C(C(N(N1)C=1C=NN(C1)C([2H])([2H])[2H])=O)C(=O)N[C@H](C([2H])([2H])O)C (S)-6-(4-chlorophenyl)-N-(1-hydroxypropan-2-yl-1,1-d2)-2-(1-(methyl-d3)-1H-pyrazol-4-yl)-3-oxo-2,3-dihydropyridazine-4-carboxamide